(5,6-dichloro-2,3-dihydro-1H-inden-2-yl)pyrimidin-2-amine ClC=1C=C2CC(CC2=CC1Cl)C1=NC(=NC=C1)N